(S)-N-((1H-pyrrolo[3,2-c]pyridin-2-yl)methyl)-3'-amino-1'-chloro-4'-oxo-6',7'-dihydro-4'H-spiro[cyclopentane-1,8'-pyrrolo[1,2-a]pyrazine]-6'-carboxamide trifluoroacetate FC(C(=O)O)(F)F.N1C(=CC=2C=NC=CC21)CNC(=O)[C@@H]2CC1(C=3N2C(C(=NC3Cl)N)=O)CCCC1